Cl.COC([C@H](C)NC)=O (S)-2-(methylamino)propionic acid methyl ester hydrochloride